CN1C(=C(C2=C1N=CN=C2N)C2=CC=C(C=C2)OC2=NC=CC(=N2)C)C2=CC=C(C=C2)OC[C@H]2OC2 (S)-7-methyl-5-(4-((4-methylpyrimidin-2-yl)oxy)phenyl)-6-(4-(oxiran-2-ylmethoxy)phenyl)-7H-pyrrolo[2,3-d]pyrimidin-4-amine